O=C1CC2CC[C@H]3[C@@H]4CCC(=CC)[C@]4(CC[C@@H]3[C@]2(C=C1)C)C 3-oxo-pregna-1,17(20)-diene